NCC(C)(S(=O)(=O)O)N 1,2-diamino-β-propanesulfonic acid